2-(2-(4,4-dimethylcyclohexylidene)ethyl)-5,5-dimethyl-1,3-dioxane-13C CC1(CCC(CC1)=CC[13CH]1OCC(CO1)(C)C)C